NC1=C(C=C(C(=N1)F)C1=NC=C(C=C1)N1CCOCC1)C=1C=C2CCNC(C2=CC1)=O 6-(6'-amino-2'-fluoro-5-morpholino-[2,3'-bipyridin]-5'-yl)-3,4-dihydroisoquinolin-1(2H)-one